FC1=C2C=CN(C2=CC=C1)C1=CC=C2NC(C=3N(C2=C1C)C(=NN3)C)(C)C 8-(4-Fluoro-1H-indol-1-yl)-1,4,4,9-tetramethyl-5H-[1,2,4]triazolo[4,3-a]quinoxaline